(7aR,10aS)-6-(dideutero(2,4-dimethylthiazol-5-yl)methyl)-N-(1-methylcyclopropyl)-5-oxo-5,6,7a,8,10,10a-hexahydro-furo[3',4':4,5]imidazo-[1,2-a]quinazoline-3-sulfonamide [2H]C(N1C=2N(C=3C=CC(=CC3C1=O)S(=O)(=O)NC1(CC1)C)[C@H]1[C@@H](N2)COC1)(C1=C(N=C(S1)C)C)[2H]